N1N=CC=2C1=NC=C(C2)C#CC=2C=C(C(=O)NC1=CC(=CC=C1)N1C=NC(=C1)C)C=CC2C 3-(2-(1H-pyrazolo[3,4-b]pyridin-5-yl)ethynyl)-4-methyl-N-(3-(4-methyl-1H-imidazol-1-yl)phenyl)benzamide